lithium 4,5-dicyano-2-pentafluoroethylimidazole salt C(#N)C=1N=C(NC1C#N)C(C(F)(F)F)(F)F.[Li]